C(C=C)N(C(OC(C)(C)C)=O)CC(CC=C)(C)NC(=O)OCC1=CC=CC=C1 tert-butyl allyl(2-(((benzyloxy)carbonyl)amino)-2-methylpent-4-en-1-yl)carbamate